3-{4-[(3-ethoxyphenyl)sulfamoyl]phenyl}-1-(pyridin-3-ylmethyl)urea C(C)OC=1C=C(C=CC1)NS(=O)(=O)C1=CC=C(C=C1)NC(NCC=1C=NC=CC1)=O